OC(C)(C)C=1OC(=C(N1)C(F)(F)F)C(=O)N1[C@H](C2=C(CC1)NC=N2)C2=NN1C(C=CC=C1C(F)(F)F)=C2 (R)-(2-(2-hydroxypropan-2-yl)-4-(trifluoromethyl)oxazol-5-yl)(4-(7-(trifluoromethyl)pyrazolo[1,5-a]pyridin-2-yl)-6,7-dihydro-1H-imidazo[4,5-c]pyridin-5(4H)-yl)methanone